OCC1=NN(C(C=C1)=O)C=1C=CC(=NC1)N[C@H]1C[C@H](CC1)CNC(=O)C1=CC(=NO1)C N-[[(1S,3R)-3-[[5-[3-(hydroxymethyl)-6-oxo-pyridazin-1-yl]-2-pyridyl]amino]cyclopentyl]methyl]-3-methyl-isoxazole-5-carboxamide